C12(CC(C1)C2)NC[C@@H](CCCC)NS(=O)(=O)C2=C(C=C(C(=C2)OC)Cl)Br (R)-1-(bicyclo[1.1.1]pent-1-ylamino)-2-(2-bromo-4-chloro-5-methoxyphenyl-sulfonylamino)hexane